CC1(CCOCC1)CN (4-methyltetrahydro-2H-pyran-4-yl)methanamine